ClC1=CC=C(C=C1)[Se]C=1C=C2CCN(C2=CC1)S(=O)(=O)C 5-(p-chlorophenylseleno)-1-methanesulfonylindoline